(4,4-dimethylpiperidin-1-yl)-3,6-dimethyl-4H-chromen-4-one CC1(CCN(CC1)C=1OC2=CC=C(C=C2C(C1C)=O)C)C